5-[1-[4-(Trifluoromethoxy)phenyl]cyclopropanecarbonyl]-4,6-dihydro-2H-pyrrolo[3,4-c]pyrazole-4-carboxylic acid FC(OC1=CC=C(C=C1)C1(CC1)C(=O)N1CC2=NNC=C2C1C(=O)O)(F)F